N-(4-amino-3,4-dioxo-1-phenylbutan-2-yl)-2-methyl-4-(2-methylfuran-3-yl)oxazole-5-carboxamide NC(C(C(CC1=CC=CC=C1)NC(=O)C1=C(N=C(O1)C)C1=C(OC=C1)C)=O)=O